C(C(=C)C)(=O)OC(CSC=1SC(=NN1)SCCCC)C 2-methacryloxy-n-propylthio-5-n-butylthio-1,3,4-thiadiazole